CC1=C(C(=CC=C1)C)NC(=O)C(=O)O [(2,6-dimethylphenyl)carbamoyl]formic acid